O=C1NC(CCC1N1C(C2=CC=CC(=C2C1=O)N1CCC(CC1)CCCCCCCC1=CC=C2C(N(C(C2=C1)=O)[C@H](CS(=O)(=O)C)C1=CC(=C(C=C1)OC)OCC)=O)=O)=O 6-(7-(1-(2-(2,6-Dioxopiperidin-3-yl)-1,3-dioxoisoindolin-4-yl)piperidin-4-yl)heptyl)-2-((S)-1-(3-ethoxy-4-methoxyphenyl)-2-(methylsulfonyl)ethyl)-1,3-dioxoisoindolin